6-[(3R)-3-methyl-1,2,3,4-tetrahydroisoquinoline-2-carbonyl]-2,3-dihydro-1H-isoindole-2-carbonyl chloride C[C@H]1N(CC2=CC=CC=C2C1)C(=O)C1=CC=C2CN(CC2=C1)C(=O)Cl